C[C@@H]1CN(C[C@H]2N1CC1=CC(=CC=C21)N[C@H]2CNCCOC2)C2=C1C=CC=NC1=C(C=C2)C#N 5-[(4R,10bS)-4-methyl-8-[[(6S)-1,4-oxaazepan-6-yl]amino]-3,4,6,10b-tetrahydro-1H-pyrazino[2,1-a]isoindol-2-yl]quinoline-8-carbonitrile